OC1=C(C=CC(=C1)C(F)(F)F)C1=NN=C(C(N1C)=O)N[C@H]1CN(CCC1)CCC 3-[2-hydroxy-4-(trifluoromethyl)phenyl]-4-methyl-6-[[(3R)-1-propyl-3-piperidinyl]amino]-1,2,4-triazin-5-one